C(C(C)C)C1C=CC=2C1=CC=1CCCCC1C2 1-isobutyl-5,6,7,8-tetrahydro-1H-cyclopenta[b]naphthalene